6-chloro-4-fluoro-3-iodo-5-methyl-1H-indazole ClC1=C(C(=C2C(=NNC2=C1)I)F)C